NC1=CC(=C(OC2=CC=NC3=CC(=CC=C23)OCCN(C(OC(C)(C)C)=O)C)C(=C1)F)F tert-butyl N-(2-{[4-(4-amino-2,6-difluorophenoxy)quinolin-7-yl]oxy}ethyl)-N-methylcarbamate